FC(C(C(C(=O)[O-])(F)F)(F)F)(C(=O)[O-])F.[Ag+].[Ag+] silver hexafluoroglutarate